(R)-N-(4-bromobenzyl)-1-(2-(3-fluoro-4-(trifluoromethyl)phenyl)-2H-pyrazolo[3,4-d]pyrimidin-4-yl)piperidine-3-carboxamide BrC1=CC=C(CNC(=O)[C@H]2CN(CCC2)C=2C=3C(N=CN2)=NN(C3)C3=CC(=C(C=C3)C(F)(F)F)F)C=C1